(S)-6-(4-(methoxycarbonyl)phenyl)-4-(pyrimidin-4-yl)-3,6-dihydropyridine-1(2H)-carboxylic acid benzyl ester C(C1=CC=CC=C1)OC(=O)N1CCC(=C[C@H]1C1=CC=C(C=C1)C(=O)OC)C1=NC=NC=C1